OC=1C(=CC(=C2C[C@H](OC(C12)=O)C)C)CNC1=CC=C(C=C1)OC (R)-8-hydroxy-7-(((4-methoxyphenyl)amino)methyl)-3,5-dimethylisoChroman-1-One